(methylamino)-3-(3,4,5-trifluorophenyl)-5H-naphtho[1,8-cd]isothiazol-5-one 1,1-dioxide CNC1=C(C2=NS(C3=C2C(C1=O)=CC=C3)(=O)=O)C3=CC(=C(C(=C3)F)F)F